FC=1C=C2C(=CNC2=C(C1)F)C1=NC(=NC(=N1)C1=CC=CC=C1)NC1C(C2CCC1CC2)C(=O)O trans-3-((4-(5,7-difluoro-1H-indol-3-yl)-6-phenyl-1,3,5-triazin-2-yl)amino)bicyclo[2.2.2]Octane-2-carboxylic acid